4-[4-cyano-5-(3-fluoro-4-methoxyphenyl)-3-(trifluoromethyl)-1H-pyrazol-1-yl]benzenesulfonamide C(#N)C=1C(=NN(C1C1=CC(=C(C=C1)OC)F)C1=CC=C(C=C1)S(=O)(=O)N)C(F)(F)F